3-amino-5'-(1,3-dioxolan-2-yl)-[1,2'-bipyridin]-2-one NC=1C(N(C=CC1)C1=NC=C(C=C1)C1OCCO1)=O